5-(3-aminophenyl)-6-(4-phenoxyphenoxy)pyrimidin-4-amine NC=1C=C(C=CC1)C=1C(=NC=NC1OC1=CC=C(C=C1)OC1=CC=CC=C1)N